CC(O[Si](OC)(OC)CCCOC(C=C)=O)(C)C trimethylacryloxypropyl-trimethoxysilane